mono-sodium malate C(C(O)CC(=O)O)(=O)[O-].[Na+]